4-methyl-3-{1-[(6-phenylpyrazin-2-yl)amino]ethyl}benzamide CC1=C(C=C(C(=O)N)C=C1)C(C)NC1=NC(=CN=C1)C1=CC=CC=C1